dimethyl-aminopropylamin CN(CCCN)C